N1=C(N=CC=C1)S(=O)(=O)[C@H]1C[C@H](C1)C(=O)OC methyl (cis)-3-(pyrimidin-2-ylsulfonyl)cyclobutane-1-carboxylate